ClC1=NC=C(C=N1)C(=O)NC=1N=C(C=2N(C1)C=C(N2)C)C 2-chloro-N-(2,8-dimethylimidazo[1,2-a]pyrazin-6-yl)pyrimidine-5-carboxamide